N-(3-(5-(3-cyanoimidazo[1,2-b]pyridazin-6-yl)-1-(2,2-difluoroethyl)-1H-imidazol-4-yl)phenyl)methane-sulfonamide C(#N)C1=CN=C2N1N=C(C=C2)C2=C(N=CN2CC(F)F)C=2C=C(C=CC2)NS(=O)(=O)C